3-(7-Azido-6-fluoro-1-benzofuran-4-yloxy)-1-propanamine N(=[N+]=[N-])C1=C(C=C(C=2C=COC21)OCCCN)F